4-((3-allyl-2,4-dioxo-3,4-dihydroquinazolin-1(2H)-yl)methyl)-N-hydroxybenzoamide C(C=C)N1C(N(C2=CC=CC=C2C1=O)CC1=CC=C(C(=O)NO)C=C1)=O